N[C@@H](C(C)C)C(=O)O[C@@H]1[C@H](O[C@]([C@@H]1O)(C1=CC=C2C(=NC=NN21)NC(=O)OCCCCC)C#N)CO (2R,3S,4R,5R)-5-cyano-4-hydroxy-2-(hydroxymethyl)-5-(4-(((pentyloxy)carbonyl)amino)pyrrolo[2,1-f][1,2,4]triazin-7-yl)tetrahydrofuran-3-yl L-valinate